N-(4-(5-(6-methyl-2-morpholinopyrimidin-4-yl)-4H-1,2,4-triazol-3-yl)-3-(6-azaspiro[2.5]oct-6-yl)phenyl)methanesulfonamide CC1=CC(=NC(=N1)N1CCOCC1)C=1NC(=NN1)C1=C(C=C(C=C1)NS(=O)(=O)C)N1CCC2(CC2)CC1